CC=1C=C(C=CC1)CNC(=O)C1=COC=2N=CN=CC21 N-[(3-methylphenyl)methyl]furo[2,3-d]pyrimidine-5-carboxamide